C(C1=CC=CC=C1)OC(=O)N1CCC(CC1)OCCO 4-(2-hydroxyethoxy)piperidine-1-carboxylic acid benzyl ester